C[Si](NC(C)(C)C)(C1(C(=C(C(=C1)C)C)C)C)C dimethyl-(tetramethylcyclopentadienyl)tert-butylaminosilane